CN1CCN(CC1)CC1=C(C=C(N)C=C1)C(F)(F)F 4-((4-methylpiperazine-1-yl)methyl)-3-(trifluoromethyl)aniline